(R)-3-(1-aminoethyl)-2H-thiete 1,1-dioxide N[C@H](C)C=1CS(C1)(=O)=O